3-[3,5-difluoro-6-(2-hydroxyphenoxy)-2-pyridyl]-1-methyl-6-trifluoromethylpyrimidine-2,4-dione FC=1C(=NC(=C(C1)F)OC1=C(C=CC=C1)O)N1C(N(C(=CC1=O)C(F)(F)F)C)=O